COC=1C=C(C=CC1N1CCOCC1)NC=1C=2N(C=C(N1)C1=CC=3OC(C(NC3N=C1)=O)(C)C)N=CN2 7-(8-((3-methoxy-4-morpholinophenyl)amino)-[1,2,4]triazolo[1,5-a]pyrazin-6-yl)-2,2-dimethyl-2H-pyrido[3,2-b][1,4]oxazin-3(4H)-one